BrC1=NC(=CC2=C1N=C(N(C2=O)C)CC)Cl 8-bromo-6-chloro-2-ethyl-3-methyl-pyrido[3,4-d]pyrimidin-4-one